((1s)-(5-(amino(cyclobutyl)methyl)-1H-benzo[d]imidazol-2-yl)(4,4-difluorocyclohexyl)methyl)-1-methyl-1H-pyrazole-5-carboxamide NC(C1=CC2=C(NC(=N2)[C@@H](C2CCC(CC2)(F)F)C2=NN(C(=C2)C(=O)N)C)C=C1)C1CCC1